N-(6-((4-(aminomethyl)-1H-pyrazol-1-yl)methyl)-4-methoxy-1H-indazol-3-yl)-2-methoxybenzenesulfonamide dihydrochloride Cl.Cl.NCC=1C=NN(C1)CC1=CC(=C2C(=NNC2=C1)NS(=O)(=O)C1=C(C=CC=C1)OC)OC